(3S)-N-methyl-1-[3-pyrimidin-4-yl-1-(2-trimethylsilylethoxymethyl)pyrrolo[2,3-b]pyridin-4-yl]piperidin-3-amine CN[C@@H]1CN(CCC1)C1=C2C(=NC=C1)N(C=C2C2=NC=NC=C2)COCC[Si](C)(C)C